CC=1SC(=C(N1)C(=O)N1C2CC(CC1COC=1N=CC3=C(N1)N(C=C3)C)C2)C2=CC=CC=C2 2-(2-Methyl-5-phenyl-1,3-thiazol-4-carbonyl)-3-[({7-methyl-7H-pyrrolo[2,3-d]pyrimidin-2-yl}oxy)methyl]-2-azabicyclo[3.1.1]heptan